N-(4-amino-3-chlorobenzoyl)-3-methyl-L-valyl-N-[(2R,3S)-2-ethoxytetrahydro-5-oxo-3-furanyl]L-prolinamide NC1=C(C=C(C(=O)N[C@@H](C(C)(C)C)C(=O)N2[C@@H](CCC2)C(=O)N[C@@H]2[C@@H](OC(C2)=O)OCC)C=C1)Cl